COC(CC1=C(C=CC(=C1)CBr)OC)=O 2-(5-(bromomethyl)-2-methoxyphenyl)acetic acid methyl ester